2,5-bis(3-trifluoromethyl-4-aminophenoxy)toluene FC(C=1C=C(OC2=C(C)C=C(C=C2)OC2=CC(=C(C=C2)N)C(F)(F)F)C=CC1N)(F)F